1,2-dimethyl-1,3-diphenylcyclobutane CC1(C(C(C1)C1=CC=CC=C1)C)C1=CC=CC=C1